NCCCCCCCCCCC azadodecan